Tert-butyl 2-(3,3-difluorocyclobutyloxy)acetate FC1(CC(C1)OCC(=O)OC(C)(C)C)F